1,3-dimethyl-5-[2-methyl-3-[2-(trifluoromethoxy)ethyl]benzimidazol-5-yl]pyridin-2-one CN1C(C(=CC(=C1)C1=CC2=C(N=C(N2CCOC(F)(F)F)C)C=C1)C)=O